NC=1C=C(C=NC1)C(=O)N1CCN(CC1)C1C=2C=CC=CC2CCC=2C=CC=CC12 (5-amino-3-pyridyl)-[4-(2-tricyclo[9.4.0.03,8]pentadeca-1(11),3(8),4,6,12,14-hexaenyl)piperazin-1-yl]methanone